C(C1=CC=CC=C1)N1C=NC=2C(=NC(=CC21)C=2C(=NOC2C)C)N 1-benzyl-6-(3,5-dimethylisoxazol-4-yl)-1H-imidazo[4,5-c]pyridin-4-amine